COC1=CC=CC(=N1)C=1C=NC=CC1 6-Methoxy-[2,3'-bipyridin]